4,4'-thiobis(3-chlorobenzene) S(C1=C(C=CC=C1)Cl)C1=C(C=CC=C1)Cl